NC=1N=CN2N=CN=C2N1 5-aza-2-amino-purine